NC1=C(C=C(C=N1)NC(C(=O)N1[C@H](CC[C@@H](C1)C)C1=CC(=CC(=C1)Cl)Cl)=O)CC N-(6-amino-5-ethyl-3-pyridyl)-2-[(2R,5S)-2-(3,5-dichlorophenyl)-5-methyl-1-piperidyl]-2-oxo-acetamide